N-(3-fluoro-4-((7-(3-((3-hydroxycyclohexyl)amino)propoxy)-6-methoxyquinolin-4-yl)oxy)phenyl)-5-(4-fluorophenyl)-6-oxo-2,3,5,6-tetrahydrofuro[3,2-c]pyridine-7-carboxamide FC=1C=C(C=CC1OC1=CC=NC2=CC(=C(C=C12)OC)OCCCNC1CC(CCC1)O)NC(=O)C1=C2C(=CN(C1=O)C1=CC=C(C=C1)F)CCO2